C(C)C12CC3(CC(CC(C1)C3)C2)N=C=O 3-ethyl-1-adamantyl isocyanate